S1C(=NC=C1)N1CCNCC1 4-thiazol-2-yl-piperazin